N-({4-methyl-2-[6-methyl-3-(2H-1,2,3-triazol-2-yl)pyridine-2-carbonyl]-2-azabicyclo[3.1.1]hept-3-yl}methyl)-5-(trifluoromethyl)-[1,3]thiazolo[5,4-b]pyridin-2-amine CC1C(N(C2CC1C2)C(=O)C2=NC(=CC=C2N2N=CC=N2)C)CNC=2SC1=NC(=CC=C1N2)C(F)(F)F